O1C(=CC=C1)CNCC#C N-(furan-2-ylmethyl)propargylamine